[Pb].S1(=O)(=O)OCCO1 ethylene sulfate lead